(S)-1'-(6-((2-amino-3-chloropyridin-4-yl)thio)pyrido[2,3-b]pyrazin-2-yl)-1,3-dihydrospiro[inden-2,4'-piperidin]-1-amine NC1=NC=CC(=C1Cl)SC=1C=CC=2C(=NC=C(N2)N2CCC3(CC2)[C@@H](C2=CC=CC=C2C3)N)N1